phenylsulfonylfuroxan C1=CC=C(C=C1)S(=O)(=O)C2=[N+](ON=C2)[O-]